(3S)-3-[(1R,4S,6S)-5-(1-benzothiophene-2-carbonyl)-5-azaspiro[bicyclo[2.2.1]heptane-2,1'-cyclopropan]-6-ylformamido]-N-cyclopropyl-2-hydroxy-4-[(3S)-2-oxopyrrolidin-3-yl]butanamide S1C(=CC2=C1C=CC=C2)C(=O)N2[C@@H]1CC3(CC3)[C@H]([C@H]2C(=O)N[C@H](C(C(=O)NC2CC2)O)C[C@H]2C(NCC2)=O)C1